(2R)-N-((S or R)-(3-chloro-2,4-difluoro-phenyl)(3,3-dimethyl-cyclobutyl)methyl)-2-methyl-3-oxopiperazine-1-carboxamide ClC=1C(=C(C=CC1F)[C@@H](NC(=O)N1[C@@H](C(NCC1)=O)C)C1CC(C1)(C)C)F |o1:8|